COCCOC(COC(C)O)OCCOC bismethoxyethoxyethoxyethanol